OC1=C(C=CC=C1N[C@H]1COC2(C1)CCN(CC2)S(=O)(=O)C2=CN(C1=CC=CC=C1C2=O)C)S(=O)(=O)NC (S)-2-hydroxy-3-((R)-8-(1-methyl-4-oxo-1,4-dihydroquinolin-3-ylsulfonyl)-1-oxa-8-azaspiro[4.5]dec-3-ylamino)-N-methylbenzenesulfonamide